CC(C#CC(=O)O)CCCCC.C(C=CCCCCCC)(=O)OC methyl 2-nonenoate (methyl 2-nonynate)